tert-butyl 7-[[5-(trifluoromethyl) pyrazin-2-yl] amino]-2-azaspiro[3.5]nonane-2-carboxylate FC(C=1N=CC(=NC1)NC1CCC2(CN(C2)C(=O)OC(C)(C)C)CC1)(F)F